tert-butyl 6-((6-(acetamidomethyl)-2-methylpyridin-3-yl)(methyl)amino)-2-azaspiro[3.3]heptane-2-carboxylate C(C)(=O)NCC1=CC=C(C(=N1)C)N(C1CC2(CN(C2)C(=O)OC(C)(C)C)C1)C